N[C@H](CC1C=C2N(C(=CC=C2S1)Cl)CC=1OC=CC1)C 2-[(2S)-2-aminopropyl]-5-chloro-N-[(furan-2-yl)methyl]thieno[3,2-b]pyridin